FC1=C(C=C(C=C1)F)[C@H]1N(CC[C@H](C1)N(C)C)C(=O)N1CC2(CCCC2)[C@@H](CC1)CN1C=NC2=CC=C(C=C2C1=O)F 3-(((R)-7-((2S,4R)-2-(2,5-difluorophenyl)-4-(dimethylamino)piperidine-1-carbonyl)-7-azaspiro[4.5]decan-10-yl)methyl)-6-fluoroquinazolin-4(3H)-one